8-bromo-6-(4-(trifluoromethyl)phenoxy)quinoline BrC=1C=C(C=C2C=CC=NC12)OC1=CC=C(C=C1)C(F)(F)F